trans-{S,S}-cyclohexane-1,2-diamine [C@@H]1([C@@H](CCCC1)N)N